4-[3-chloro-6-fluoro-2-[2-[4-(2-methylthiazol-4-yl)phenyl]ethyl]phenyl]-5-hydroxy-2,6-dimethyl-pyridazin-3-one ClC=1C(=C(C(=CC1)F)C=1C(N(N=C(C1O)C)C)=O)CCC1=CC=C(C=C1)C=1N=C(SC1)C